NC=1C=C(C=NC1)C1=NC=CC(=N1)NC1=CC(=C(C=N1)C(=O)C1CC1)N1C[C@H](CCC1)O (S)-(6-((2-(5-aminopyridin-3-yl)pyrimidin-4-yl)amino)-4-(3-hydroxypiperidin-1-yl)pyridin-3-yl)(cyclopropyl)methanone